COC(=O)C(=C)CC1=CC=CC=C1 Methyl 2-benzyl acrylate